(R)-N-(5-(2-(2-ethylmorpholino)acetamido)-2-methylpyridin-3-yl)-2-(1-methyl-1H-pyrazol-4-yl)pyrazolo[5,1-b]thiazole-7-carboxamide C(C)[C@H]1OCCN(C1)CC(=O)NC=1C=C(C(=NC1)C)NC(=O)C=1C=NN2C1SC(=C2)C=2C=NN(C2)C